The molecule is a dipeptide consisting of L-phenylalanine nitro-substituted at C-4 of the phenyl ring and connected to L-glutamine via a peptide bond. It has a role as an epitope. CC(=O)N[C@@H](CC1=CC=C(C=C1)[N+](=O)[O-])C(=O)N[C@@H](CCC(=O)N)C(=O)O